1-(3-chloro-2-fluoro-6-((1-methyl-1H-pyrazol-5-yl)amino)phenyl)cyclopentan-1-ol tert-butyl-((5-cyano-1H-pyrrolo[3,2-b]pyridin-2-yl)methyl)(methyl)carbamate C(C)(C)(C)CN(C(=O)OC1(CCCC1)C1=C(C(=CC=C1NC1=CC=NN1C)Cl)F)CC1=CC2=NC(=CC=C2N1)C#N